O=CCC=1C=C(C=CC1)CCC(=O)O 3-[3-(2-oxoethyl)phenyl]propanoic acid